6-methyl-N-(1-methylcyclopropyl)-5-[3-(1,3-thiazol-2-yl)azetidine-1-carbonyl]furo[2,3-d]pyrimidin-4-amine CC1=C(C2=C(N=CN=C2NC2(CC2)C)O1)C(=O)N1CC(C1)C=1SC=CN1